2-allyl-1-(6-(2-hydroxypropan-2-yl)pyridin-2-yl)-6-((2-methyldihydro-isoindol-5-yl)amino)-1H-pyrazolo[3,4-d]pyrimidin-3(2H)-one C(C=C)N1N(C2=NC(=NC=C2C1=O)NC=1C=C2CN(CC2=CC1)C)C1=NC(=CC=C1)C(C)(C)O